3-(4-Fluorophenoxymethyl)-2-{[5-methyl-2-(2H-1,2,3-triazol-2-yl)phenyl]carbonyl}-2-azabicyclo[3.1.1]heptan FC1=CC=C(OCC2N(C3CC(C2)C3)C(=O)C3=C(C=CC(=C3)C)N3N=CC=N3)C=C1